3,9-dihydroxy-8-(((2-hydroxyethyl)(propyl)amino)methyl)benzo[5,6]oxazepin OC1=NOC2=C(C=C1)C=CC(=C2O)CN(CCC)CCO